C(C)C=1C(=CC(=C(OCOCC[Si](C)(C)C)C1)F)B1OC(C(O1)(C)C)(C)C (2-((5-ethyl-2-fluoro-4-(4,4,5,5-tetramethyl-1,3,2-dioxaborolan-2-yl)phenoxy)methoxy)ethyl)trimethylsilane